Ethyl-(2S)-2-[4-bromo-2-(4-ethoxy-4,5-dihydroisoxazol-3-yl)phenoxy]butanoat C(C)OC([C@H](CC)OC1=C(C=C(C=C1)Br)C1=NOCC1OCC)=O